2-[[3-[[5-(4-fluorophenyl)-6-isopropyl-1H-pyrazolo[4,3-g]isoquinolin-8-yl]oxy]cyclobutanecarbonyl]amino]propanoic acid FC1=CC=C(C=C1)C1=C(N=C(C2=CC3=C(C=C12)C=NN3)OC3CC(C3)C(=O)NC(C(=O)O)C)C(C)C